1-(1-methyl-1H-pyrazol-3-yl)-3-(4-(4-morpholinyl-6-(5-(morpholinomethyl)thiophen-2-yl)-1,3,5-triazin-2-yl)phenyl)urea CN1N=C(C=C1)NC(=O)NC1=CC=C(C=C1)C1=NC(=NC(=N1)N1CCOCC1)C=1SC(=CC1)CN1CCOCC1